Cl.S1C=CC2=C1[C@H](OCC2)N(C)C (S)-(4,5-dihydro-7H-thieno[2,3-C]pyran-7-yl)-N-methyl-methylamine hydrochloride